3-methoxy-4-[(3-{4-[(4-oxocyclohexyl)amino]-1-(2,2,2-trifluoroethyl)-1H-indol-2-yl}prop-2-yn-1-yl)amino]benzene-1-sulfonamide COC=1C=C(C=CC1NCC#CC=1N(C2=CC=CC(=C2C1)NC1CCC(CC1)=O)CC(F)(F)F)S(=O)(=O)N